CN([C@@H](C(=O)NC=1C=C2C(C(CC2=C(C1)F)CNCC[C@@H]1CN(C(O1)=O)C1=NC2=C(OCC(N2)=O)N=C1)O)C)C (2R)-2-(Dimethylamino)-N-[7-fluoro-3-hydroxy-2-[[2-[(5R)-2-oxo-3-(3-oxo-4H-pyrazino[2,3-b][1,4]oxazin-6-yl)oxazolidin-5-yl]ethylamino]methyl]indan-5-yl]propanamide